1,6-dimethyl-2-oxo-N-(1-(2-(trifluoromethoxy)phenyl)ethyl)-1,2-dihydropyridine-3-carboxamide CN1C(C(=CC=C1C)C(=O)NC(C)C1=C(C=CC=C1)OC(F)(F)F)=O